O=C(CNC(OC(C)(C)C)=O)N1CC(NC2=CC=CC=C12)=O tert-butyl (2-oxo-2-(3-oxo-3,4-dihydroquinoxalin-1(2H)-yl)ethyl)carbamate